2-{[4-(Benzenesulfonyl)-6-chloropyridazin-3-yl]amino}-N,N-dimethylacetamide C1(=CC=CC=C1)S(=O)(=O)C1=C(N=NC(=C1)Cl)NCC(=O)N(C)C